4-(5-fluoropyrimidin-2-yl)-3-methoxyPyridin FC=1C=NC(=NC1)C1=C(C=NC=C1)OC